4-Butoxybenzenesulfonyl chloride C(CCC)OC1=CC=C(C=C1)S(=O)(=O)Cl